tert-butyl (6-(4-((3-chlorophenyl)amino)-1H-indol-1-yl)pyridin-3-yl)carbamate ClC=1C=C(C=CC1)NC1=C2C=CN(C2=CC=C1)C1=CC=C(C=N1)NC(OC(C)(C)C)=O